CC1=C(C=C(C(=C1)OCCC[Si](C)(C)C)C(F)(F)F)C(=N)N(C)CC (2-methyl-5-trifluoromethyl-4-(3-trimethylsilyl-propoxy)phenyl)-N-ethyl-N-methyl-formamidine